C1(CC1)C=1C(=C2C=CN(C2=C(C1)C)C(=O)OC(C)(C)C)CN1C(CN(CC1)CC(F)F)C1=CC=C(C=C1)C(=O)OC tert-butyl 5-cyclopropyl-4-((4-(2,2-difluoroethyl)-2-(4-(methoxycarbonyl)phenyl)piperazin-1-yl)methyl)-7-methyl-1H-indole-1-carboxylate